C(=O)C1=CN(C2=NC=CC=C21)C(=O)OC(C)(C)C tert-butyl 3-formyl-1H-pyrrolo[2,3-b]pyridine-1-carboxylate